OC(C)(C)[C@]1(OC2=C(C1)C=C(C(=C2)N2CCOCC2)NC(=O)C=2C=NN1C2N=CC=C1)C N-[(2S)-2-(1-hydroxy-1-methyl-ethyl)-2-methyl-6-morpholino-3H-benzofuran-5-yl]pyrazolo[1,5-a]pyrimidine-3-carboxamide